2-chloro-1-(5-methoxypyridin-2-yl)ethanone ClCC(=O)C1=NC=C(C=C1)OC